FC1=C(C2=C(C(N(S2(=O)=O)C)(C(C(F)(F)F)(F)F)O)C=C1)C 6-fluoro-3-hydroxy-2,7-dimethyl-3-(perfluoroethyl)-2,3-dihydrobenzo[d]isothiazole 1,1-dioxide